OC1=C(C(=CC(=C1)CCC)O)C1=C2CC(N(C2=CC=C1C)C)=O 4-(2,6-Dihydroxy-4-propylphenyl)-1,5-dimethylindolin-2-one